ClC1=CC=C2C=CN(C2=C1CC#N)C1=NC=C(C(=N1)OC)CC(F)F 6-chloro-7-(cyanomethyl)-N-[5-(2,2-difluoroethyl)-4-methoxy-pyrimidin-2-yl]-1H-indole